ClC1=CC(N(C(N1CC1=C(C#N)C=CC(=C1)F)=O)C)=O 2-[(6-chloro-3,4-dihydro-3-methyl-2,4-dioxo-1(2H)-pyrimidyl)methyl]-4-fluorobenzonitrile